C1(CC1)C=1N=CC=2N(C1)C(=CN2)C2=NC=CC(=N2)N2CCN(CC2)C(C)=O 1-(4-(2-(6-cyclopropylimidazo[1,2-a]pyrazin-3-yl)pyrimidin-4-yl)piperazin-1-yl)ethan-1-one